C(CCC)OP(=O)(OCCCC)OCCCC.BrCC(=O)C1=C(C=C(C=C1)Cl)Br 2-bromo-1-(2-bromo-4-chlorophenyl)ethanone tri-(n-butyl)phosphate